1-(3-aminopropyl)-2-pyrrolidinone NCCCN1C(CCC1)=O